methyl 2-(2-(1-methyl-1H-imidazol-5-yl) quinolin-4-yl)-2'-oxo-2',3'-dihydro-1'H-[1,5'-bi-benzo[d]imidazole]-5-carboxylate CN1C=NC=C1C1=NC2=CC=CC=C2C(=C1)C1=NC2=C(N1C1=CC3=C(NC(N3)=O)C=C1)C=CC(=C2)C(=O)OC